S(=O)(=O)(ON1[C@@H]2CC[C@H](N(C1=O)C2)C(NS(=O)(=O)C=2C=NC(=CC2)F)=N)O (2S,5R)-2-(N-((6-fluoropyridin-3-yl) sulfonyl) carbamimidoyl)-7-oxo-1,6-diazabicyclo[3.2.1]octan-6-yl hydrogen sulfate